7-Fluoro-8-hydroxy-3-[1-(2,2,3,3,3-pentafluoropropyl)-1H-pyrazol-4-yl]-2-(trifluoromethyl)-4H-pyrido[1,2-a]pyrimidin-4-one FC=1C(=CC=2N(C(C(=C(N2)C(F)(F)F)C=2C=NN(C2)CC(C(F)(F)F)(F)F)=O)C1)O